N[C@H](C(=O)O)\C=C\OCCN [S]-trans-2-amino-4-(2-aminoethoxy)-3-butenoic acid